(2,4,6-Trimethylbenzoyl)diphenylphosphine oxide CC1=C(C(=O)P(C2=CC=CC=C2)(C2=CC=CC=C2)=O)C(=CC(=C1)C)C